C(C)(=O)[C@]1([C@]([C@]([C@](O)(O1)C(C)=O)(O)C(C)=O)(O)C(C)=O)CO tetraacetyl-beta-D-ribose